ClC=1C=CC(=NC1C(F)F)NC(OC(C)(C)C)=O tert-butyl (5-chloro-6-(difluoromethyl)pyridin-2-yl)carbamate